5-chloro-2-[4-cyclopropyl-7-[(3R)-1-methyl-3-piperidyl]pyrrolo[2,3-c]pyridazin-3-yl]phenol ClC=1C=CC(=C(C1)O)C1=C(C2=C(N=N1)N(C=C2)[C@H]2CN(CCC2)C)C2CC2